COC(=O)C1=CC=2C(N=C1OC1CC1)=NN(C2)C21COC(C2)(C1)C 6-Cyclopropoxy-2-(1-methyl-2-oxabicyclo[2.1.1]hex-4-yl)-2H-pyrazolo[3,4-b]pyridine-5-carboxylic acid methyl ester